N-(1,3-benzodioxol-5-yl)-3-[4-cyclopropyl-5-methyl-3-(trifluoromethyl)pyrazol-1-yl]-N-methyl-benzamide O1COC2=C1C=CC(=C2)N(C(C2=CC(=CC=C2)N2N=C(C(=C2C)C2CC2)C(F)(F)F)=O)C